ClC1=C(C=C2C3(C(N(C2=C1)C1=CC=C(C=C1)C[C@@H](C(=O)O)NC(C1=C(C=CC=C1F)Cl)=O)=O)CC3)F (S)-3-(4-(6'-chloro-5'-fluoro-2'-oxospiro[cyclopropane-1,3'-indoline]-1'-yl)phenyl)-2-(2-chloro-6-fluorobenzoylamino)propionic acid